(2R,6R)-6-methyl-N-[(4-methylmorpholin-2-yl)methyl]-4-(8-methyl-5-quinolyl)morpholine-2-carboxamide C[C@H]1O[C@H](CN(C1)C1=C2C=CC=NC2=C(C=C1)C)C(=O)NCC1CN(CCO1)C